dabsyl azide S(=O)(=O)(C1=CC=C(N=NC2=CC=C(N(C)C)C=C2)C=C1)N=[N+]=[N-]